ClC1=CC=C(C=C1)C=1N=C2N(C=CC=C2)C1CN1CC2CCC(C1)N2C(=O)C2=CC(=CC=C2)OC (3-{[2-(4-Chlorophenyl)imidazo[1,2-a]pyridin-3-yl]methyl}-3,8-diazabicyclo[3.2.1]oct-8-yl)(3-methoxyphenyl)methanone